20-((2-(isoquinolin-6-ylamino)-5-methylpyridin-4-yl)oxy)-3,6,9,12,15,18-hexaoxaeicosanoic acid C1=NC=CC2=CC(=CC=C12)NC1=NC=C(C(=C1)OCCOCCOCCOCCOCCOCCOCC(=O)O)C